The molecule is a poly(ethylene glycol) terminated with -NH2 groups. It is a poly(ethylene glycol) derivative and a primary amino compound. C(COCCN)N